methyl 2-(2-(2-(2-(5-((8-bromo-6-((2-imino-3-methyl-2,3-dihydro-1H-imidazol-1-yl)methyl)-4-oxochroman-3-yl)methyl)-2-fluorophenoxy)ethoxy)ethoxy)ethoxy)acetate BrC=1C=C(C=C2C(C(COC12)CC=1C=CC(=C(OCCOCCOCCOCC(=O)OC)C1)F)=O)CN1C(N(C=C1)C)=N